C1(=CC=CC=C1)NC(C1=C(C=CC=C1)NS(=O)(=O)C1=CC=CC=C1)=O N-Phenyl-2-(phenylsulfonamido)benzamid